(2S)-2-amino-3-[4-(1,4-dimethyl-4-piperidyl)-2-fluoro-phenyl]propanamide N[C@H](C(=O)N)CC1=C(C=C(C=C1)C1(CCN(CC1)C)C)F